O1CCCC2=C1C=C(C=C2)/C=C/C=O (2E)-3-(3,4-dihydro-2H-1-benzopyran-7-yl)prop-2-enal